C1=CC=CC=2C(C=3SC=4C(C5=C(C(C4SC3C(C21)=O)=O)C=CC=C5)=O)=O dibenzo[b,i]thianthrene-5,7,12,14-tetrone